(3S,10R)-7-((3S,5R)-4-acryloyl-3,5-dimethylpiperazin-1-yl)-3-(methoxymethyl)-10-(1-methyl-1H-indazol-7-yl)-9-(trifluoromethyl)-2,3-dihydro-5H-[1,4]thiazino[2,3,4-ij]quinazolin-5-one C(C=C)(=O)N1[C@H](CN(C[C@H]1C)C1=NC(N2C3=C(C(=C(C=C13)C(F)(F)F)C=1C=CC=C3C=NN(C13)C)SC[C@@H]2COC)=O)C